FC=1C=C(C=CC1)C=1C(=NN(C1C(=O)O)C=1SC(=C(N1)C1=CC=C(C=C1)C(F)(F)F)C=C(C)C)C 4-(3-fluorophenyl)-3-methyl-1-(5-(2-methylpropan-1-en-1-yl)-4-(4-(trifluoromethyl)phenyl)thiazol-2-yl)-1H-pyrazole-5-carboxylic acid